FC(C(=O)O)(F)F.CO[C@@H]1C[C@H](N(C1)C)COC=1N=C(C2=C(N1)CN(CC2)C2=CC=CC1=CC=CC(=C21)C)N2C[C@@H](NCC2)CC#N 2-((S)-4-{2-[((2S,4R)-4-methoxy-1-methylpyrrolidin-2-yl)methoxy]-7-(8-methylnaphthalen-1-yl)-5,6,7,8-tetrahydropyrido[3,4-d]pyrimidin-4-yl}piperazin-2-yl)acetonitrile trifluoroacetate